C=C1CC2(CC(CN2C1)=C)COC=1N=C(C2=C(N1)C(=C(N=C2)C2=CC(=CC1=CC=C(C(=C21)CC)F)O)F)N2C[C@@](CCC2)(O)C (R)-1-(2-((2,6-dimethylenetetrahydro-1H-pyrrolizin-7a(5H)-yl)methoxy)-7-(8-ethyl-7-fluoro-3-hydroxynaphthalen-1-yl)-8-fluoropyrido[4,3-d]pyrimidin-4-yl)-3-methylpiperidin-3-ol